C(CCCCCCCCC\C=C\C=C/CC)O (E,Z)-11,13-hexadecadienol